5-fluoro-N-(4-(1-(2-(2-(2-methoxyethoxy)ethoxy)-2-methyl-propanoyl)-1,2,3,6-tetrahydropyridin-4-yl)phenyl)isoindoline-2-carboxamide FC=1C=C2CN(CC2=CC1)C(=O)NC1=CC=C(C=C1)C=1CCN(CC1)C(C(C)(C)OCCOCCOC)=O